C[C@H]1[C@H](C1)B(O)O ((1S,2R)-2-methylcyclopropyl)boronic acid